2-{[2-({6-[4-(5-chloro-2-fluorobenzenesulfonamido)phenyl]-3-methyl-1H-pyrazolo[3,4-d]pyrimidin-4-yl}amino)ethyl](methyl)amino}ethyl butanoate C(CCC)(=O)OCCN(C)CCNC1=C2C(=NC(=N1)C1=CC=C(C=C1)NS(=O)(=O)C1=C(C=CC(=C1)Cl)F)NN=C2C